3-hydroxy-5-isopropoxyphenyl docosanoate C(CCCCCCCCCCCCCCCCCCCCC)(=O)OC1=CC(=CC(=C1)OC(C)C)O